CC(C(S(=O)(=O)[O-])C1=CC=C(C=C1)C=C)(C)C.[NH4+] ammonium dimethyl-(4-vinylphenyl)propanesulfonate salt